FC(C1=CC=C(OC=2C=CC(=C(C2)NC(=O)C2N(C(NC2)=O)C)OC)C=C1)F N-(5-(4-(Difluoromethyl)phenoxy)-2-methoxyphenyl)-3-methyl-2-oxoimidazolidine-4-carboxamide